OC1=C(C(=O)O)C=C(C(=C1)O)[N+](=O)[O-] 2,4-dihydroxyl-5-nitrobenzoic acid